(R)-N-((3-chloro-5-methoxypyridin-2-yl)methyl)-4-(5-(5-fluoro-2-methylpyridin-4-yl)-1H-pyrazole-3-carbonyl)-4-azaspiro[2.5]Octane-7-carboxamide ClC=1C(=NC=C(C1)OC)CNC(=O)[C@@H]1CCN(C2(CC2)C1)C(=O)C1=NNC(=C1)C1=CC(=NC=C1F)C